ClC1=CNC2=NC=C(N=C21)C=2C=C1CCN(CC1=C(C2)[C@H]2NCCOC2)C(C(C)(C)O)=O (R)-3-(6-(7-Chloro-5H-pyrrolo[2,3-b]pyrazin-2-yl)-2-(2-hydroxy-2-methylpropionyl)-1,2,3,4-tetrahydroisoQuinolin-8-yl)morpholine